(3S,4R)-N-(2-((E)-3-aminoprop-1-en-1-yl)-3-(2,2,2-trifluoroethyl)benzo[b]thiophen-7-yl)-3-fluoro-1-methylpiperidin-4-amine NC/C=C/C1=C(C2=C(S1)C(=CC=C2)N[C@H]2[C@H](CN(CC2)C)F)CC(F)(F)F